(R,Z)-1-((5-bromo-3'-chloro-[1,1'-biphenyl]-2-yl)sulfonyl)-4-fluoro-N-(4-(methylsulfonyl)but-3-en-2-yl)piperidine-4-carboxamide BrC=1C=CC(=C(C1)C1=CC(=CC=C1)Cl)S(=O)(=O)N1CCC(CC1)(C(=O)N[C@H](C)\C=C/S(=O)(=O)C)F